C(C)N1C(OCC2=C1N=C(N=C2)N[C@@H](C)C2=CC=C(C=C2)C(CC(C)C)N2CCN(CC2)C(=O)OC(C)(C)C)=O tert-Butyl 4-[1-[4-[(1S)-1-[(1-ethyl-2-oxo-4H-pyrimido[4,5-d][1,3]oxazin-7-yl)amino]ethyl]phenyl]-3-methylbutyl]piperazine-1-carboxylate